N-(5-Chloro-1H-pyrrolo[3,2-b]pyridin-3-yl)-1,5-dimethyl-1H-benzo[d]imidazol-2-amine ClC1=CC=C2C(=N1)C(=CN2)NC2=NC1=C(N2C)C=CC(=C1)C